C(C)(C)(C)[Si](OC(CC)OCC#C)(C)C tert-butyldimethyl[1-(prop-2-yn-1-yloxy)propoxy]silane